4-methoxyphenyl 5,5-dimethyl-8-(4-morpholinopiperidin-1-yl)-1,3,4,5-tetrahydro-2H-benzo[c]azepine-2-carboxylate CC1(C2=C(CN(CC1)C(=O)OC1=CC=C(C=C1)OC)C=C(C=C2)N2CCC(CC2)N2CCOCC2)C